CNC(=O)C1=CC=C(C=C1)NC1=NC=C(C(=N1)NC1=C(SC=C1)C(=O)O)[N+](=O)[O-] 3-[2-(4-methylcarbamoyl-phenylamino)-5-nitropyrimidin-4-ylamino]-thiophene-2-carboxylic acid